1-(2-chloroethyl)-3-cyclobutylurea ClCCNC(=O)NC1CCC1